CC1=NN2C(C=CC=C2)=C1 methylpyrazolo[1,5-a]pyridine